COC(=O)C1=NC(=C(C(=C1Cl)N)F)C1=CC=C2C=CN(C2=C1F)C(C(C)(C)C)=O 4-amino-3-chloro-6-[1-(2,2-dimethylpropionyl)-7-fluoro-1H-indol-6-yl]-5-fluoropyridine-2-carboxylic acid methyl ester